2-cyclohexyl-4,6-dibromophenol C1(CCCCC1)C1=C(C(=CC(=C1)Br)Br)O